N-(2-(1-((2-(2,6-dioxopiperidin-3-yl)-1-oxoisoindoline-5-yl)methyl)piperidin-4-yl)-6-(2-hydroxypropan-2-yl)-2H-indazol-5-yl)-6-(trifluoromethyl)pyridine-2-carboxamide O=C1NC(CCC1N1C(C2=CC=C(C=C2C1)CN1CCC(CC1)N1N=C2C=C(C(=CC2=C1)NC(=O)C1=NC(=CC=C1)C(F)(F)F)C(C)(C)O)=O)=O